(±)-(1R,2S,3R)-3-((5-(hydroxymethyl)-2-(methylsulfanyl)pyrimidin-4-yl)amino)-2-methylcyclopentan-1-ol OCC=1C(=NC(=NC1)SC)N[C@H]1[C@@H]([C@@H](CC1)O)C |r|